CC=1C=CC=2C(C3=CC=C(C=C3OC2C1)C)NC(=O)C=1C(NC(=CC1CC)C(F)(F)F)=O N-(3,6-dimethyl-9H-xanthen-9-yl)-4-ethyl-2-oxo-6-(trifluoromethyl)-1,2-dihydropyridine-3-carboxamide